C(=C)C=1NC2=CC=CC=C2C1 vinyl-indole